B([S-])([O-])[O-] THIOBORATE